(1r,3r)-3-Hydroxy-3-methylcyclobutyl (8-amino-7-fluoro-6-(8-methyl-2,3-dihydro-1H-pyrido[2,3-b][1,4]oxazin-7-yl)isoquinolin-3-yl)carbamate NC=1C(=C(C=C2C=C(N=CC12)NC(OC1CC(C1)(C)O)=O)C1=C(C2=C(OCCN2)N=C1)C)F